N-(2-cyanophenethyl)-2-ethynyl-thiazole-4-carboxamide C(#N)C1=C(CCNC(=O)C=2N=C(SC2)C#C)C=CC=C1